2-((tert-butyldimethylsilyl)oxy)-3-(4-(hexylthio)phenoxy)butyronitrile [Si](C)(C)(C(C)(C)C)OC(C#N)C(C)OC1=CC=C(C=C1)SCCCCCC